(2S,4R)-4-fluoro-N-[(S)-phenyl[4-(propan-2-yl)phenyl]methyl]-1-[2-(pyridin-3-yloxy)propanoyl]pyrrolidine-2-carboxamide F[C@@H]1C[C@H](N(C1)C(C(C)OC=1C=NC=CC1)=O)C(=O)N[C@H](C1=CC=C(C=C1)C(C)C)C1=CC=CC=C1